C(C(=O)C[C@@H](O)[C@@H](O)[C@H](O)[C@H](O)CO)(=O)O 3-deoxy-D-manno-2-octulosonic acid